3,5-dimethoxy-4-isopropyl-N-hydroxybenzamidine COC=1C=C(C(=N)NO)C=C(C1C(C)C)OC